FC1=C2CC(CC2=C(C=C1)F)C(=O)N1C[C@@H](C([C@@H](C1)OCC1=CC=CC=C1)OCC1=CC=CC=C1)OCC1=CC=CC=C1 (4,7-difluoro-2,3-dihydro-1H-inden-2-yl)((3s,4r,5r)-3,4,5-tris(benzyloxy)piperidin-1-yl)methanone